sodium 2-bromoallyl-sulfonate BrC(CS(=O)(=O)[O-])=C.[Na+]